methyl N-[4-methyl-5-({4-[(2S)-2-{[7-(trifluoromethyl)thieno[3,2-d]pyrimidin-4-yl]amino}propyl]piperazin-1-yl} sulfonyl)-1,3-thiazol-2-yl]carbamate CC=1N=C(SC1S(=O)(=O)N1CCN(CC1)C[C@H](C)NC=1C2=C(N=CN1)C(=CS2)C(F)(F)F)NC(OC)=O